2-(6-methylpyridazin-3-yl)-2,8-diazaspiro[4.5]decane CC1=CC=C(N=N1)N1CC2(CC1)CCNCC2